Acrylic acid glycidyl ester C(C1CO1)OC(C=C)=O